COC=1C=C(C=C(C1O)OC)C(CC)O 3,5-dimethoxy-4-hydroxyphenylpropanol